C(C)OC(C(CCCC)(C)/N=C/C1=CC=CC=C1)=O.ClCC(=O)NC1=CC2=C(N(C(=N2)C2=C(C(=CC(=C2)Cl)Cl)O)CC)C=C1 2-chloro-N-[2-(3,5-dichloro-2-hydroxyphenyl)-1-ethylbenzo[d]imidazol-5-yl]acetamide ethyl-(E)-2-(benzylideneamino)-2-methylhexanoate